aluminum terephthalate C(C1=CC=C(C(=O)[O-])C=C1)(=O)[O-].[Al+3].C(C1=CC=C(C(=O)[O-])C=C1)(=O)[O-].C(C1=CC=C(C(=O)[O-])C=C1)(=O)[O-].[Al+3]